S(=O)(=O)(O)O.OC(C(=O)O)(CCCCCCCCCCCCCCCC)O dihydroxystearic acid sulfate salt